4-[4-fluoro-1-([1,2,4]triazolo[1,5-c]pyrimidin-5-yl)piperidine-4-carbonyl]-3,5-dihydro-2H-pyrido[3,4-f][1,4]oxazepine-9-carbonitrile FC1(CCN(CC1)C1=NC=CC=2N1N=CN2)C(=O)N2CCOC1=C(C2)C=NC=C1C#N